S1C=NC2=C1C=CC(=C2)NC2=CC=NC1=CC(=CC=C21)C2=CC(=C(C=C2)C(=O)N2CCN(CC2)C)C (4-(4-(benzo[d]thiazol-5-ylamino)quinolin-7-yl)-2-methylphenyl)(4-methylpiperazin-1-yl)methanone